2-((1-(2-(4-fluorophenyl)-2-hydroxyethyl)piperidin-4-yl)methyl)-4-phenylpyridazin FC1=CC=C(C=C1)C(CN1CCC(CC1)CN1NC=CC(=C1)C1=CC=CC=C1)O